FC(C(=O)O)(F)F.NC(=N)N guanidine trifluoroacetate